(S)-1-((6-(2-chloro-3'-((2-(difluoromethyl)-7-vinylpyrido[3,2-d]pyrimidin-4-yl)amino)-2'-methyl-[1,1'-biphenyl]-3-yl)-2-methoxypyridin-3-yl)methyl)pyrrolidin-3-ol ClC1=C(C=CC=C1C1=CC=C(C(=N1)OC)CN1C[C@H](CC1)O)C1=C(C(=CC=C1)NC=1C2=C(N=C(N1)C(F)F)C=C(C=N2)C=C)C